(1S,2S)-2-((2-Methyl-6-(1-methyl-5-((((R)-1-phenylethoxy)carbonyl)amino)-1H-pyrazol-4-yl)pyridin-3-yl)carbamoyl)cyclohexan CC1=NC(=CC=C1NC(=O)C1CCCCC1)C=1C=NN(C1NC(=O)O[C@@H](C)C1=CC=CC=C1)C